O=C1C(=C(C=NN1)N1[C@@H](CCC1)COCCCC(=O)N1CCN(CC1)C1=CC=C(C=N1)C#N)C(F)(F)F 6-[4-(4-[[(2S)-1-[6-oxo-5-(trifluoromethyl)-1,6-dihydropyridazin-4-yl]pyrrolidin-2-yl]methoxy]butanoyl)piperazin-1-yl]pyridine-3-carbonitrile